1-(4-fluorobenzyl)-4-hydroxy-N-(1-methylcyclohexyl)-2-oxo-1,2-dihydro-1,8-naphthyridine-3-carboxamide FC1=CC=C(CN2C(C(=C(C3=CC=CN=C23)O)C(=O)NC2(CCCCC2)C)=O)C=C1